C(C=CCCCCCCCCCCCCCC)=O 5Z-Heptadecenal